6-(trifluoromethyl)-pyridine-2-carboxylic acid FC(C1=CC=CC(=N1)C(=O)O)(F)F